ClC=1C=C2CC(N(C2=CC1)CC(=O)NCC1=CC=C(C=C1)S(=O)(=O)C)=O 2-(5-chloro-2-oxo-2,3-dihydro-1H-indol-1-yl)-N-[4-(methylsulfonyl)benzyl]acetamide